FC1=CC2=C(C=C1)N1N(C(C(C1)(C)C)=O)C21C(N(C(C1)=O)C)=O 7-Fluoro-1',2,2-trimethyl-2,3-dihydro-1H-spiro[pyrazolo[1,2-a]indazole-9,3'-pyrrolidine]-1,2',5'-trione